1,8-dichloro-3-(5-(difluoromethyl)-1,3,4-thiadiazol-2-yl)-N-(3-methyloxetane-3-yl)imidazo[1,5-a]pyridine-6-sulfonamide ClC=1N=C(N2C1C(=CC(=C2)S(=O)(=O)NC2(COC2)C)Cl)C=2SC(=NN2)C(F)F